6-(7-Cyclopropyl-2-methyl-2H-indazol-5-yl)-N-methyl-N-(2,2,6,6-tetramethylpiperidin-4-yl)-1,3-benzothiazol-2-amin C1(CC1)C1=CC(=CC2=CN(N=C12)C)C1=CC2=C(N=C(S2)N(C2CC(NC(C2)(C)C)(C)C)C)C=C1